5-bromo-4,6-dichloro-2-(4-(ethylsulfonyl)benzyl)-1H-benzo[d]imidazole BrC1=C(C2=C(NC(=N2)CC2=CC=C(C=C2)S(=O)(=O)CC)C=C1Cl)Cl